O1CCN(CC1)CCOC(C(C)(C)C1=CC=C(C=C1)C(CCCN1CCC(CC1)C(C1=CC=CC=C1)C1=CC=CC=C1)=O)=O 2-morpholinoethyl-2-(4-(4-(4-(benzhydryl) piperidin-1-yl)-butyryl) phenyl)-2-methylpropionate